N-[6-(5-chloro-2-fluorophenyl)pyridazin-4-yl]-7-[2-(3-methyl-1,3-diazinan-1-yl)ethoxy]quinolin-4-amine ClC=1C=CC(=C(C1)C1=CC(=CN=N1)NC1=CC=NC2=CC(=CC=C12)OCCN1CN(CCC1)C)F